4-(o-tolyl)-7-((1,1,1-trifluoropropan-2-yl)oxy)-2H-chromen-2-one C1(=C(C=CC=C1)C1=CC(OC2=CC(=CC=C12)OC(C(F)(F)F)C)=O)C